4-(1-benzyl-2-(4-methylpiperazin-1-yl)-4-nitro-1H-benzo[d]imidazol-6-yl)-3,5-dimethylisoxazole C(C1=CC=CC=C1)N1C(=NC2=C1C=C(C=C2[N+](=O)[O-])C=2C(=NOC2C)C)N2CCN(CC2)C